N1(N=CC=C1)C1=CC=C(C=C1)C1=NC(=CC(=N1)C(=O)NCC1=CC=C(C=C1)\C=C\C(=O)NO)CN[C@H]1[C@@H](C1)C1=CC=C(C=C1)F 2-(4-(1H-pyrazol-1-yl)phenyl)-6-((((1R,2S)-2-(4-fluorophenyl)cyclopropyl)amino)methyl)-N-(4-((E)-3-(hydroxyamino)-3-oxoprop-1-en-1-yl)benzyl)pyrimidine-4-carboxamide